6-oxa-3-azabicyclo[3.1.0]Hexane-3-carboxylic acid benzyl ester C(C1=CC=CC=C1)OC(=O)N1CC2OC2C1